FC1=CC2=C(C=3NC4=C(C=C(C=C4C3[C@H](C2)CC(=O)O)F)F)C=C1 |o1:14| [(6R*)-3,8,10-trifluoro-5H,6H,11H-benzo[a]carbazol-6-yl]acetic acid